(4S)-4-(fluoromethyl)-4-methylpyrrolidine-2-carboxylic acid benzyl ester C(C1=CC=CC=C1)OC(=O)C1NC[C@@](C1)(C)CF